ethyl 4-((6-((5-fluoro-4-(3-isopropyl-2-methyl-2H-indazol-5-yl)pyrimidin-2-yl)amino)pyridin-3-yl)methyl)piperazine-1-carboxylate FC=1C(=NC(=NC1)NC1=CC=C(C=N1)CN1CCN(CC1)C(=O)OCC)C1=CC2=C(N(N=C2C=C1)C)C(C)C